2-Amino-7-fluoro-4-((S)-2-fluoro-4-methyl-14-oxo-8,8a,9,10,11,12-hexahydro-7H,14H-pyrazino[1',2':5,6][1,5]diazocino[3,2,1-hi]indazol-3-yl)benzo[b]thiophene-3-carbonitrile NC1=C(C2=C(S1)C(=CC=C2C2=C1C(=NN3C1=C(C=C2F)C(N2[C@@H](CC3)CNCC2)=O)C)F)C#N